FC=1C(=CC2=C(N=C(O2)S)C1)C(F)(F)F 5-fluoro-6-(trifluoromethyl)benzo[d]oxazole-2-thiol